2-(4-chloro-3-fluorophenyl)oxazole-4-carboxylic acid ClC1=C(C=C(C=C1)C=1OC=C(N1)C(=O)O)F